tert-butyl (3aR,5s,6aS)-5-(((methylsulfonyl)oxy)methyl)hexahydrocyclopenta[c]pyrrole-2(1H)-carboxylate CS(=O)(=O)OCC1C[C@@H]2[C@@H](CN(C2)C(=O)OC(C)(C)C)C1